N-(5-cyano-6-(2H-1,2,3-triazol-2-yl)pyridin-3-yl)-4-cyclopropyl-3-(1-oxo-1,2-dihydroisoquinolin-5-yl)isothiazole-5-carboxamide C(#N)C=1C=C(C=NC1N1N=CC=N1)NC(=O)C1=C(C(=NS1)C1=C2C=CNC(C2=CC=C1)=O)C1CC1